C(C)OC(CN(C(C(CO)NC(OC)=O)=O)CC(CC)C)OCC methyl (1-((2,2-diethoxyethyl)(2-methylbutyl)amino)-3-hydroxy-1-oxopropan-2-yl)carbamate